ethyl 2-(methoxymethyl)-1-phenyl-1H-imidazole-4-carboxylate COCC=1N(C=C(N1)C(=O)OCC)C1=CC=CC=C1